(3R)-3-methyl-4-[3-(3-methyl-1H-pyrazol-5-yl)-7-[(3R)-3-methylmorpholin-4-yl]-[1,2]thiazolo[4,5-b]pyridin-5-yl]morpholine C[C@H]1N(CCOC1)C1=CC(=C2C(=N1)C(=NS2)C2=CC(=NN2)C)N2[C@@H](COCC2)C